2-hydroxy-1-(2-((9-((1r,4r)-4-methylcyclohexyl)-9H-pyrido[4',3':4,5]pyrrolo[2,3-d]pyrimidin-2-yl)amino)-7,8-dihydro-1,6-naphthyridin-6(5H)-yl)ethanone CC1CCC(CC1)N2C3=C(C=CN=C3)C4=CN=C(N=C42)NC5=NC6=C(CN(CC6)C(=O)CO)C=C5